1-ethylcyano-1,1-dimethyl-1-chlorosilane C(C)[Si](Cl)(CC#N)C